2-[3-(5-Amino-1-carboxy-pentyl)-ureido]-pentandioic acid dit-butyl ester C(C)(C)(C)OC(C(CCC(=O)OC(C)(C)C)NC(=O)NC(CCCCN)C(=O)O)=O